C(CCCCCCCCC)(=O)OCC(COC(N(C)C1CN(C1)CCCF)=O)OC(CCCCCCCCC)=O 3-(((1-(3-fluoropropyl)azetidin-3-yl)(methyl)carbamoyl)oxy)propane-1,2-diyl bis(decanoate)